ClS(=O)(=O)C[C@H]1C[C@H](C1)NC(OC(C)(C)C)=O tert-Butyl ((cis)-3-((chlorosulfonyl)methyl)cyclobutyl)carbamate